C(C=C)(=O)N1CC2N(C3=C(C=NC4=C(C(=NC=C34)C3=CC(=CC4=CC=CC=C34)O)F)N(C2=O)C)CC1CC#N 2-(10-propenoyl-4-fluoro-3-(3-hydroxynaphthalen-1-yl)-7-methyl-8-oxo-8,8a,9,10,11,12-hexahydro-7H-pyrazino[1',2':4,5]pyrazino[2,3-c][1,6]naphthyridin-11-yl)acetonitrile